BrC=1C(=CC=2N(C1)C(=CN2)C2=NC=CC(=N2)SC)F 6-bromo-7-fluoro-3-(4-methylsulfanyl-pyrimidin-2-yl)imidazo[1,2-a]pyridine